ClC1=CC=C2C(=C(NC2=C1F)C1CC1)SC=1C(=C(C(=O)OCC)C=CC1)F ethyl 3-((6-chloro-2-cyclopropyl-7-fluoro-1H-indol-3-yl) thio)-2-fluorobenzoate